1-octyl-3-methylimidazolium furanate O1C(=CC=C1)C(=O)[O-].C(CCCCCCC)N1C=[N+](C=C1)C